7-(3-methoxypropoxy)-3-(6-(methyl(2,2,6,6-tetramethylpiperidin-4-yl)amino)pyridazin-3-yl)naphthalen-2-ol COCCCOC1=CC=C2C=C(C(=CC2=C1)O)C=1N=NC(=CC1)N(C1CC(NC(C1)(C)C)(C)C)C